COC(C(C)(C)C1=CC=C(C=C1)C=1N=C(C2=C(N1)CC[S@]2=O)NC2(CCC2)CO)=O |r| (R/S)-2-(4-(4-((1-(hydroxymethyl)cyclobutyl)amino)-5-oxido-6,7-dihydrothieno[3,2-d]pyrimidin-2-yl)phenyl)-2-methylpropanoic acid methyl ester